4-bromo-5,6,7,8-tetrahydroisoquinolin-8-ylmethyl carbamate C(N)(OCC1CCCC=2C(=CN=CC12)Br)=O